C(C\C=C/CC)OC(C)=O acetic acid (Z)-hex-3-en-1-yl ester